(1S,3S)-3-((6-(5-(2-((butoxy-carbonyl)amino)ethyl)-1-methyl-1H-1,2,3-triazol-4-yl)-2-methylpyridin-3-yl)oxy)cyclohexane-1-carboxylic acid C(CCC)OC(=O)NCCC1=C(N=NN1C)C1=CC=C(C(=N1)C)O[C@@H]1C[C@H](CCC1)C(=O)O